2,3-DIMETHYL-1H-INDOLE-7-CARBALDEHYDE CC=1NC2=C(C=CC=C2C1C)C=O